C(C)(=O)NC1=C(C=C(CCN2C(OCC2=O)C=2C(=NN(C2)C2=CC=C(C=C2)Br)C2=CC=C(C=C2)F)C=C1)[N+](=O)[O-] 3-(4-acetylamino-3-nitrophenethyl)-2-(3-(4-fluorophenyl)-1-(4-bromophenyl)-1H-pyrazol-4-yl)oxazolidin-4-one